ClC[C@H](CC=1N=C(NC1[N+](=O)[O-])C(F)(F)F)O (S)-[3-chloro-2-hydroxypropyl]-2-(trifluoromethyl)-5-nitroimidazole